CC1(OB(OC1(C)C)C1=C(C=CC=C1)C1=CC=2C3(C4=CC(=CC=C4C2C=C1)C=1C=NC=CC1)CCCCC3)C 3-(2'-(2-(4,4,5,5-tetramethyl-1,3,2-dioxaborolan-2-yl)phenyl)spiro[cyclohexane-1,9'-fluoren]-7'-yl)pyridine